CNCC1CN(CCC1)C1=C(C=CC(=C1C(F)(F)F)OC1=CC=CC=C1)NC(=O)C=1N=C(SC1)C1=CN=NC=C1 N-[2-{3-[(methylamino)methyl]piperidin-1-yl}-4-phenoxy-3-(trifluoromethyl)phenyl]-2-(pyridazin-4-yl)-1,3-thiazole-4-carboxamide